Cl.ON Hydroxyamine monohydrochloride salt